Propyl isopentyl ketone C(CC(C)C)C(=O)CCC